3-methyl-1-phenyl-pyrazol-5-one CC=1NN(C(C1)=O)C1=CC=CC=C1